dioleoyl-aspartamide C(CCCCCCC\C=C/CCCCCCCC)(=O)N([C@@H](CC(=O)N)C(=O)N)C(CCCCCCC\C=C/CCCCCCCC)=O